(S)-2-((7-chloroquinazolin-4-yl)amino)-4-((2-methoxyethyl)(4-(5,6,7,8-tetrahydro-1,8-naphthyridin-2-yl)butyl)amino)butanoic acid ClC1=CC=C2C(=NC=NC2=C1)N[C@H](C(=O)O)CCN(CCCCC1=NC=2NCCCC2C=C1)CCOC